1-BOC-azetine-3-carboxylic acid C(=O)(OC(C)(C)C)N1C=C(C1)C(=O)O